C(C)OC(CNC1=CC=C(C=C1)OC)OCC N-(2,2-diethoxyethyl)-4-methoxyaniline